8-{2-[2-(3,4-Difluoro-phenyl)-1,1-dimethyl-ethylamino]-1-hydroxy-ethyl}-6-hydroxy-4H-benzo[1,4]oxazin-3-one FC=1C=C(C=CC1F)CC(C)(C)NCC(O)C1=CC(=CC=2NC(COC21)=O)O